2-chloro-5-methyl-7-(4-(1-methyl-4-(trifluoromethyl)-1H-imidazol-2-yl)benzyl)-5H-pyrrolo[3,2-d]pyrimidine ClC=1N=CC2=C(N1)C(=CN2C)CC2=CC=C(C=C2)C=2N(C=C(N2)C(F)(F)F)C